(2-Aminophenyl)(4-fluorophenyl)methanol NC1=C(C=CC=C1)C(O)C1=CC=C(C=C1)F